1-(3-chloro-6-(3,3,3-trifluoropropyl)pyrazin-2-yl)piperidine-4-carbonitrile ClC=1C(=NC(=CN1)CCC(F)(F)F)N1CCC(CC1)C#N